Zinc molybdenum Nitrogen [N].[Mo].[Zn]